ClC1=C(C(=C(C=C1)C1CCNCC1)F)F 4-(4-Chloro-2,3-difluorophenyl)piperidine